1-((5-bromopyridin-2-yl)methyl)-3-methyltetrahydropyrimidin-2(1H)-one BrC=1C=CC(=NC1)CN1C(N(CCC1)C)=O